C(CCC)C(=CC(=O)O)CCCC.C=C(C(=O)OCCCC)CC(=O)OCCCC Dibutyl methylenesuccinate (Dibutyl acrylate)